ClC=1C=CC2=C(C(CC(O2)C(=O)NC2CCC(CC2)C(NCC2=NC3=C(N2)C=C(C=C3)Cl)=O)O)C1 6-chloro-N-[(1r,4r)-4-{[(6-chloro-1H-benzimidazol-2-yl)methyl]carbamoyl}cyclohexyl]-4-hydroxy-3,4-dihydro-2H-1-benzopyran-2-carboxamide